spiro[4.5]decan-8-ol C1CCCC12CCC(CC2)O